N[C@@H]1[C@@H](OCC12CCN(CC2)C2=CN=C1ON(ONC1=N2)C=2C(=C(C=CC2)NC(=O)C2=NN(C=C2)C)Cl)C N-(3-(7-((3S,4S)-4-amino-3-methyl-2-oxa-8-azaspiro[4.5]decane-8-yl)-2,4-dioxa-1,2-dihydropteridine-3(4H)-yl)-2-chlorophenyl)-1-methyl-1H-pyrazole-3-carboxamide